CC1=C2C=CC=C(C2=C(C3=C1C[C@H]4[C@@H](C(=O)C(=C([C@]4(C3=O)O)O)C(=O)N)N)O)O The molecule is a member of the class of tetracyclines that is anhydrotetracycline in which the two methyl groups attached to the nitrogen have both been replaced by hydrogen. It is a tertiary alpha-hydroxy ketone and a member of tetracyclines. It is a tautomer of a 4-amino-4-de(dimethylamino)anhydrotetracycline zwitterion.